(3R,6S)-cyclohexylmethyl 3-benzyl-6-(hydroxymethyl)-8-(4-hydroxyphenethyl)-4,7-dioxohexahydropyrazino[2,1-c][1,2,4]oxadiazine-1(6H)-carboxylate C(C1=CC=CC=C1)[C@@H]1C(N2C(N(O1)C(=O)OCC1CCCCC1)CN(C([C@@H]2CO)=O)CCC2=CC=C(C=C2)O)=O